1-(((R)-7-((2S,4S)-4-((1,1-Dioxidothietan-3-yl)amino)-2-phenylpiperidine-1-carbonyl)-7-azaspiro[4.5]decan-10-yl)methyl)-4-phenylpyridin-2(1H)-one O=S1(CC(C1)N[C@@H]1C[C@H](N(CC1)C(=O)N1CC2(CCCC2)[C@@H](CC1)CN1C(C=C(C=C1)C1=CC=CC=C1)=O)C1=CC=CC=C1)=O